(S)-5-(2-fluorophenyl)-2-propyl-6,7-dihydro-5H-pyrrolo[1,2-b][1,2,4]triazole FC1=C(C=CC=C1)[C@@H]1CCC=2N1N=C(N2)CCC